6-[4-(2-methoxy-ethoxy)-phenyl]-pyrimidin COCCOC1=CC=C(C=C1)C1=CC=NC=N1